(E)-5-((1-(4-(((cyanomethyl)sulfonamido)methyl)piperidin-1-yl)-1,6-dihydroimidazo[4,5-d]pyrrolo[2,3-b]pyridin-2-yl)diazenyl)-2-hydroxybenzoic acid C(#N)CS(=O)(=O)NCC1CCN(CC1)N1C(=NC=2C1=C1C(=NC2)NC=C1)/N=N/C=1C=CC(=C(C(=O)O)C1)O